(S)-N-[(3R,4R)-3-(4-hydroxytetrahydropyran-4-yl)chroman-4-yl]-2-methyl-propane-2-sulfinamide OC1(CCOCC1)[C@H]1COC2=CC=CC=C2[C@@H]1N[S@@](=O)C(C)(C)C